rac-cis-3,4-dihydroxy-4-methylpiperidine-1-carboxylic acid tert-butyl ester C(C)(C)(C)OC(=O)N1C[C@H]([C@@](CC1)(C)O)O |r|